C1NCCC2C3=CC(=CC=C3N=C12)C(=O)N TETRAHYDRO-1H-BETA-CARBOLINE-6-CARBOXAMIDE